phosphoinositol triphosphate [C@]12([C@@]3([C@]4([C@]5([C@@]67[C@@]1(OOP(=O)(OO6)OO5)OP(=O)(O2)O7)P(=O)=O)OOP(=O)(O3)O4)O)O